di-tert-butyl-(4-(((tert-butyldimethylsilyloxy)oxy)methyl)phenyl)fluorosilane C(C)(C)(C)[Si](F)(C1=CC=C(C=C1)COO[Si](C)(C)C(C)(C)C)C(C)(C)C